ethyl 5-(benzyloxy)-1-bromoimidazo[1,2-a]quinoline-2-carboxylate C(C1=CC=CC=C1)OC1=CC=2N(C3=CC=CC=C13)C(=C(N2)C(=O)OCC)Br